(S)-quinuclidin-3-yl (4-methyl-7-(3-(trifluoromethyl)phenyl)chroman-4-yl)carbamate CC1(CCOC2=CC(=CC=C12)C1=CC(=CC=C1)C(F)(F)F)NC(O[C@@H]1CN2CCC1CC2)=O